5-(2-but-2-ynoxy-5-ethylsulfonylphenyl)-3-methoxy-1-methylpyridin-2-one C(C#CC)OC1=C(C=C(C=C1)S(=O)(=O)CC)C=1C=C(C(N(C1)C)=O)OC